dicyclohexyl-[3,6-dimethoxy-2-(2,4,6-triisopropylphenyl)phenyl]-phosphane C1(CCCCC1)P(C1=C(C(=CC=C1OC)OC)C1=C(C=C(C=C1C(C)C)C(C)C)C(C)C)C1CCCCC1